NC(C(C(CCCCNC(OCC1=CC=CC=C1)=O)NC(=O)[C@H]1N(C[C@H](C1)N1N=NC=C1C(C)(C)O)C([C@@H](CC1CCCCC1)N)=O)=O)=O benzyl (7-amino-5-((2S,4S)-1-((R)-2-amino-3-cyclohexylpropanoyl)-4-(5-(2-hydroxypropan-2-yl)-1H-1,2,3-triazol-1-yl)pyrrolidine-2-carboxamido)-6,7-dioxoheptyl)carbamate